4-benzoylamino-2,5-diethoxybenzenediazonium C(C1=CC=CC=C1)(=O)NC1=CC(=C(C=C1OCC)[N+]#N)OCC